chloro-(chloromethyl)-dimethylsilane Cl[Si](C)(C)CCl